2,4'-dimethylolbiphenyl C(O)C1=C(C=CC=C1)C1=CC=C(C=C1)CO